5-(Benzyloxy)-4-iodo-1-isopropyl-1H-pyrazole C(C1=CC=CC=C1)OC1=C(C=NN1C(C)C)I